(4-fluoro-3-(trifluoromethyl)-phenyl)-2-naphthamide FC1=C(C=C(C=C1)C1=C(C=CC2=CC=CC=C12)C(=O)N)C(F)(F)F